NC=1N(C=2C3=C(C=4C(NC(C13)=O)=CN(N4)C)C(=C(N2)C)C)C2=C(C(=CC=C2C)OC)C 5-amino-4-(3-methoxy-2,6-dimethylphenyl)-1,2,9-trimethyl-7,9-dihydro-3,4,7,9,10-pentaazabenzo[cd]cyclopenta[f]azulen-6(4H)-one